FC(C(=O)O)(F)F.N1=C(C=CC=C1)C1=C(C=CC=C1)CN 1-[2-(pyridin-2-yl)phenyl]Methylamine-trifluoroacetate salt